FC1(CC(C1)OC=1C=C(C=CC1C=1OC=CN1)NC(C1=C(C=C(C=C1)NS(=O)(=O)CC)N1CCC2(CC2)CC1)=O)F N-(3-(3,3-difluorocyclobutoxy)-4-(oxazol-2-yl)phenyl)-4-(ethylsulfonamido)-2-(6-azaspiro[2.5]octan-6-yl)benzamide